Aluminium bromid [Al](Br)(Br)Br